pyrazino[1',2':4,5]pyrazino[2,3-c]pyridazine-5,8(6H)-dicarboxylate C1=C2C(=NN=C1)N(CC=1N2C=CN(C1)C(=O)[O-])C(=O)[O-]